C(C)(C)(C)C1=CC=C(C=C1)C=1C=NC=2C(N(CCC2C1)C1=CC(=C(C=C1)OCOCCOC)[N+](=O)[O-])=O 3-(4-(tert-butyl)phenyl)-7-(4-((2-methoxyethoxy)methoxy)-3-nitrophenyl)-6,7-dihydro-1,7-naphthyridin-8(5H)-one